6-fluoro-4-(methylsulphonamido)-1H-indole-2-carboxylic acid methyl ester COC(=O)C=1NC2=CC(=CC(=C2C1)NS(=O)(=O)C)F